(2R,4S)-1-tert-butoxycarbonyl-4-methoxy-pyrrolidine-2-carboxylic acid C(C)(C)(C)OC(=O)N1[C@H](C[C@@H](C1)OC)C(=O)O